C1(CC1)C=1N=CC=2C3=C(C=C(C2C1)S(=O)(=O)NCC(C)(C)F)CCC3NC=3C=NC=NC3 3-cyclopropyl-N-(2-fluoro-2-methylpropyl)-9-(pyrimidin-5-ylamino)-8,9-dihydro-7H-cyclopenta[H]isoquinoline-5-sulfonamide